(E)-3-(3-Hydroxy-4-methoxyphenyl)-1-(2-methoxyphenyl)prop-2-en-1-one OC=1C=C(C=CC1OC)/C=C/C(=O)C1=C(C=CC=C1)OC